C(C)C1=CC=C(OC2=CC=C(C=N2)C2(C(NC(NC2=O)=O)=O)N2CCC3(CN(C3)CCO)CC2)C=C1 5-[6-(4-ethylphenoxy)-3-pyridyl]-5-[2-(2-hydroxyethyl)-2,7-diazaspiro[3.5]nonan-7-yl]hexahydropyrimidine-2,4,6-trione